2,2,6-trimethylcyclohexyl methyl ketone CC(=O)C1C(CCCC1C)(C)C